8-[2-(2-Ethyl-4-hydroxy-5-methyl-pyrazol-3-yl)oxazol-4-yl]-7-fluoro-3-methyl-pyrrolo[1,2-a]pyrazine-6-carboxamide C(C)N1N=C(C(=C1C=1OC=C(N1)C=1C(=C(N2C1C=NC(=C2)C)C(=O)N)F)O)C